Cl.ClC1=C(C=C(CNC(C)O)C=C1)C=1OC(=NN1)C=1C(=C(C=CC1)C1=CC=CC=C1)C (4-Chloro-3-(5-(2-methyl-[1,1'-biphenyl]-3-yl)-1,3,4-oxadiazol-2-yl)benzyl)aminoethanol hydrochloride